tert-butyl (S)-5,5-dimethyl-2-(((methylsulfonyl)oxy)methyl)morpholine-4-carboxylate CC1(CO[C@@H](CN1C(=O)OC(C)(C)C)COS(=O)(=O)C)C